CC1=CC=C(C=C1)[I+]C1=CC=C(C=C1)C bis(4-methylphenyl)iodonium